2-[[3-(4-chloro-2-fluoro-phenyl)-5-methyl-triazol-4-yl]methyl]-5-[4-(2-methoxy-3-pyridinyl)piperazin-1-yl]pyridazin-3-one ClC1=CC(=C(C=C1)N1N=NC(=C1CN1N=CC(=CC1=O)N1CCN(CC1)C=1C(=NC=CC1)OC)C)F